N,N'-Dimethyl-N,N'-dinitrosoterephthalamide CN(C(C1=CC=C(C(=O)N(N=O)C)C=C1)=O)N=O